FC1=C(C=C(C=2N=NNC21)F)C2=CC=CC(=N2)C2=C(N=C(S2)COC2=NC=C(C=N2)C)C 5-[6-(4,7-difluoro-3H-benzotriazol-5-yl)-2-pyridinyl]-4-methyl-2-[(5-methyl-pyrimidin-2-yl)oxymethyl]thiazole